(2-dimethylamino-1,1-dimethylethyl)(tert-butyldimethylsilyl)amine CN(CC(C)(C)N[Si](C)(C)C(C)(C)C)C